2-((4-(tert-Butylsulfonyl)phenyl)sulphonamido)-N-(3-cyanobicyclo[1.1.1]pentan-1-yl)-4-fluorobenzamide C(C)(C)(C)S(=O)(=O)C1=CC=C(C=C1)S(=O)(=O)NC1=C(C(=O)NC23CC(C2)(C3)C#N)C=CC(=C1)F